C(C)OC(=O)C=1C(C=C2N(C(CC3=CC(=C(C=C23)OC)C=2C=NC(=CC2)N2CCN(CC2)C(C)=O)C(C)(C)C)C1)=O 9-[6-(4-acetylpiperazin-1-yl)-pyridin-3-yl]-6-tert-butyl-10-methoxy-2-oxo-6,7-dihydro-2H-pyrido[2,1-a]Isoquinoline-3-carboxylic acid ethyl ester